8-hydroxy-3-methyl-3,4-dihydroisoquinoline-2(1H)-carboxylic acid tert-butyl ester C(C)(C)(C)OC(=O)N1CC2=C(C=CC=C2CC1C)O